lithium manganese iron phosphate lead [Pb+2].P(=O)([O-])([O-])[O-].[Fe+2].[Mn+2].[Li+]